C(C)C1=C2C(=C(C(N(C2=CC=C1)CC)=O)C(=O)[O-])O ethyl-ethyl-4-hydroxy-2-oxo-1,2-dihydroquinoline-3-carboxylate